C(C)(C)(C)OC(=O)C=1NC2=CC=CC(=C2C1)NC([C@H](CC1=CC=C(C=C1)N1C(CN(CC1)CCOCC)=O)N)=O (S)-4-(2-amino-3-(4-(4-(2-ethoxyethyl)-2-oxopiperazin-1-yl)phenyl)propanamido)-1H-indol-2-oic acid tert-butyl ester